C/C(/C(=O)OC)=C\C=1OC(=CC1)C(F)(F)F methyl (E)-2-methyl-3-(5-(trifluoromethyl)furan-2-yl)acrylate